C1(CC1)C1=C(C=C(C(=O)N[C@H](C(=O)NC)C(C)(C)C)C=C1)C=1C=NC(=CC1)F 4-cyclopropyl-N-[(2S)-3,3-dimethyl-1-(methylamino)-1-oxobutan-2-yl]-3-(6-fluoropyridin-3-yl)benzamide